N-tert-butyloxycarbamate C(C)(C)(C)ONC([O-])=O